CC1=CC(=C(C=C1)N1CCNCC1)N1CCOCC1 1-(4-methyl-2-morpholinophenyl)piperazine